FC(C1=CC=C(C=N1)CC1CC2(CN(C2)C(=O)N2C[C@H](CC2)C(=O)N)C1)(F)F (3S)-1-[6-[[6-(Trifluoromethyl)-3-pyridyl]methyl]-2-azaspiro[3.3]heptane-2-carbonyl]pyrrolidine-3-carboxamide